CN(C)CC1=C(OC2=C1C=CC=C2)C(=O)NCCOC2=CC=C(C=C2)C(NO)=O 3-(dimethylaminomethyl)-N-[2-[4-(hydroxycarbamoyl)phenoxy]ethyl]-1-benzofuran-2-carboxamide